3-((1-(3-((S)-4-Benzyl-2-oxooxazolidin-3-yl)-5-chlorophenyl)ethyl)amino)-6-fluoro-picolinic acid C(C1=CC=CC=C1)[C@@H]1N(C(OC1)=O)C=1C=C(C=C(C1)Cl)C(C)NC=1C(=NC(=CC1)F)C(=O)O